C(C)(C)(C)C=1C=C(C=C(C1O)C(C)(C)C)CCC(=O)NNC(CCC1=CC(=C(C(=C1)C(C)(C)C)O)C(C)(C)C)=O N,N'-bis(3,5-di-t-butyl-4-hydroxyphenylpropionyl)hydrazine